ClC(C1=CC=CC=C1)C1=C(C=CC=C1)C1=CC=CC=C1 (alpha-chlorobenzyl)biphenyl